3-chloro-6-(4-fluorophenyl)-5-methyl-5H-pyrrolo[2,3-b]Pyrazine ClC1=CN=C2C(=N1)N(C(=C2)C2=CC=C(C=C2)F)C